NC1=C(C=C(C=C1)N1CCCCC1)N(S(=O)(=O)C)C N-(2-amino-5-(piperidin-1-yl)phenyl)-N-methylmethanesulfonamide